10-phenyl-7,9-decadienyl chloride C1(=CC=CC=C1)C=CC=CCCCCCCCl